N1=NC=CC2=C1O[C@H](CN2)[C@@H](C2=CC=CC=C2)NCCC=2C=CC(=C(C2)CC(=O)O)C 2-(5-(2-(((R)-((R)-6,7-dihydro-5H-pyridazino[3,4-b][1,4]oxazin-7-yl)(phenyl)methyl)amino)ethyl)-2-methylphenyl)acetic acid